C1=CC=CC=2C3=CC=CC=C3C(C12)COC(=O)N([C@H](C(=O)O)CC=1NC(C=CC1)=O)C (S)-2-((((9H-fluoren-9-yl)methoxy)carbonyl)(methyl)amino)-3-(6-oxo-1,6-dihydropyridin-2-yl)propanoic acid